6-(tert-butyl)-10-(3-(dimethylamino)propoxy)-2-oxo-6,7-dihydro-2H-pyrido[2',1':3,4]pyrazino[1,2-b]indazole-3-carboxylic acid C(C)(C)(C)C1N2C(C=3N(N=C4C(=CC=CC34)OCCCN(C)C)C1)=CC(C(=C2)C(=O)O)=O